4-(4-(benzo[d]thiazol-2-ylcarbamoyl)benzyl)-N-(2,3-dihydro-1H-inden-5-yl)piperazine-1-carboxamide S1C(=NC2=C1C=CC=C2)NC(=O)C2=CC=C(CN1CCN(CC1)C(=O)NC=1C=C3CCCC3=CC1)C=C2